FC(C(C(C(C(C(C(C(F)(F)F)(F)F)(F)F)(F)F)(F)F)(F)F)(F)F)(S(=O)(=O)[O-])F.FC(C1=CC=C(C=C1)[I+]C1=CC=C(C=C1)C(F)(F)F)(F)F di-(4-trifluoromethylphenyl)iodonium perfluoro-n-octanesulfonate